C(C1=CC=CC=C1)N1CCN(CC1)CC1OC2=CC=CC=C2CC1 1-Benzyl-4-chroman-2-ylmethyl-piperazine